(±)-2-((2-Chloro-4-(4-(3-chlorophenyl)-trans-2,3-dimethylpiperazine-1-carbonyl)phenyl)sulfinyl)-1-(4-(trifluoromethyl)phenyl)ethan-1-one ClC1=C(C=CC(=C1)C(=O)N1[C@H]([C@@H](N(CC1)C1=CC(=CC=C1)Cl)C)C)[S@](=O)CC(=O)C1=CC=C(C=C1)C(F)(F)F |&1:24|